[2H]CC(=O)N deuteroacetamide